(Z)-non-6-ene-1-ol C(CCCC\C=C/CC)O